3-bromo-5-(3-methyltriazol-4-yl)pyridine BrC=1C=NC=C(C1)C=1N(N=NC1)C